C(C)(C)N1CC(N(C2(CN(C2)C2=CC=CC=C2)C1=O)[C@@H](C)C1=CC=C(C=C1)C(F)(F)F)=O (S)-8-isopropyl-2-phenyl-5-(1-(4-(trifluoromethyl)phenyl)ethyl)-2,5,8-triazaspiro[3.5]nonane-6,9-dione